R-2-[1-[3,6-dimethyl-2-(2-morpholino-4-pyridinyl)-4-oxo-chromen-8-yl]ethylamino]benzoic acid CC1=C(OC2=C(C=C(C=C2C1=O)C)[C@@H](C)NC1=C(C(=O)O)C=CC=C1)C1=CC(=NC=C1)N1CCOCC1